2-(2-chlorophenyl)-N-[4-(4-methoxy-1H-pyrazol-1-yl)-3-sulfamoylphenyl]acetamide ClC1=C(C=CC=C1)CC(=O)NC1=CC(=C(C=C1)N1N=CC(=C1)OC)S(N)(=O)=O